C1(CCC1)NC=1C2=C(N=CN1)OC(=C2C=2C=C(C=CC2)NC(C=C)=O)C2=CC=CC=C2 N-{3-[4-(Cyclobutylamino)-6-phenylfuro[2,3-d]pyrimidin-5-yl]phenyl}prop-2-enamide